N-Boc-N,N'-dimethylethylenediamine C(=O)(OC(C)(C)C)N(CCNC)C